4'-chloro-2-(cyclopentylmethoxy)-[1,1'-biphenyl] ClC1=CC=C(C=C1)C1=C(C=CC=C1)OCC1CCCC1